CN(C(OC1=CC2=C(C(=C(C(O2)=O)CC2=C(C(=CC=C2)SCC)Cl)CN2CCNCC2)C=C1F)=O)C 3-(2-chloro-3-(ethylsulfanyl) benzyl)-6-fluoro-2-oxo-4-(piperazin-1-ylmethyl)-2H-benzopyran-7-yl dimethylcarbamate